undecyl 11-(8-((2-hexyldecanoyl) oxy) octyl)-2-methyl-7-oxo-8-oxa-2,6,11-triazaheptadecan-17-oate C(CCCCC)C(C(=O)OCCCCCCCCN(CCOC(NCCCN(C)C)=O)CCCCCC(=O)OCCCCCCCCCCC)CCCCCCCC